4-({[(8-amino-4,4-dimethyl-4,5-dihydro-1H-pyrazolo[4,3-H]quinazolin-3-yl)carbonyl]amino}methyl)benzoic acid NC1=NC=2C3=C(C(CC2C=N1)(C)C)C(=NN3)C(=O)NCC3=CC=C(C(=O)O)C=C3